Tert-butyl (R)-2-(5-((1-(dibenzo[b,d]furan-2-yl)ethyl)amino)-3-methyl-2,6-dioxo-3,6-dihydropyrimidin-1(2H)-yl)acetate C1=C(C=CC=2OC3=C(C21)C=CC=C3)[C@@H](C)NC3=CN(C(N(C3=O)CC(=O)OC(C)(C)C)=O)C